ClC=1C=C2CCO[C@H](C2=CC1)[C@H]1O[C@H]([C@@H]2OC(O[C@@H]21)(C)C)OC (R)-6-chloro-1-((3aR,4R,6R,6aR)-6-methoxy-2,2-dimethyltetrahydrofuro[3,4-d][1,3]dioxol-4-yl)isochromane